3-(4-(2-(4-chlorophenyl)-but-3-yn-2-yl)thiazol-2-yl)-1-(2-hydroxyethyl)-1-methylurea ClC1=CC=C(C=C1)C(C)(C#C)C=1N=C(SC1)NC(N(C)CCO)=O